NCCOCCOCCNC(=O)C=1C=C2C=3C(N(C2=CC1)C1=CC=C(C=C1)C(F)(F)F)=NN(C3)C N-{2-[2-(2-aminoethoxy)ethoxy]ethyl}-2-methyl-8-[4-(trifluoromethyl)phenyl]-2H,8H-pyrazolo[3,4-b]indole-5-carboxamide